CN1CCN(CC1)C1=CC=C(C=N1)C1=CC=CC=2N1C1=C(N2)C=CC(=C1)N1CCOCC1 1-(6-(4-methylpiperazin-1-yl)pyridin-3-yl)-8-morpholinobenzo[4,5]imidazo[1,2-a]pyridine